4-oxido-1-(5-(chloro)pyrimidin-2-yl)-1,4-azaphosphinan O=P1CCN(CC1)C1=NC=C(C=N1)Cl